N-methyl-N-(2-cyanocyclopent-1-en-1-yl)-methacrylamide CN(C(C(=C)C)=O)C1=C(CCC1)C#N